3-((8-chloro-1-(2,6-dichloro-4-(2-hydroxy-2-methylpropyloxy)phenyl)-2-methyl-4-oxo-1,4-dihydro-1,6-naphthyridin-5-yl)oxy)-N-methylpropanamide ClC=1C=NC(=C2C(C=C(N(C12)C1=C(C=C(C=C1Cl)OCC(C)(C)O)Cl)C)=O)OCCC(=O)NC